ClC1=CC=C(C=C1)C(=O)C1CN(CCC1)CC1CC1 (4-chlorophenyl)(1-(cyclopropylmethyl)piperidin-3-yl)methanone